ClC=1C(=C(C=CC1)C(CC(=O)N)C(CCCC)C1=C(C(=CC=C1)Cl)Cl)Cl 3,4-bis(dichlorophenyl)octanamide